C(C)(C)(C)OC(C1=C(C=CC(=C1)C#C[Si](C)(C)C)C#C[Si](C)(C)C)=O.N[C@H]1CN(CCC1)C(=O)C1=CC=2N(C=C1)C(=C(N2)C=2N(C1=CC(=CC=C1C2)F)CC2=CC(=CC=C2)OC)C (R)-(3-Aminopiperidin-1-yl)(2-(6-fluoro-1-(3-methoxybenzyl)-1H-indol-2-yl)-3-methylimidazo[1,2-a]pyridin-7-yl)methanone tert-butyl-2,5-bis((trimethylsilyl)ethynyl)benzoate